10-(4-methoxyphenyl)-10H-phenoxazine COC1=CC=C(C=C1)N1C2=CC=CC=C2OC=2C=CC=CC12